N,N'-(3,4,5-trimethyleneheptane-1,7-diyl)bis(pyrrolidine) C=C(CCN1CCCC1)C(C(CCN1CCCC1)=C)=C